COC(C(C(C(=O)OC)CCCCCCO)=C)=O Dimethyl-2-(6-hydroxyhexyl)-3-methylenesuccinic acid